(S,E)-2-fluoro-N-(2-methoxy-5-(4-(2-methyl-4-(4-oxopent-2-enoyl)piperazin-1-yl)quinazolin-6-yl)pyridin-3-yl)benzenesulfonamide FC1=C(C=CC=C1)S(=O)(=O)NC=1C(=NC=C(C1)C=1C=C2C(=NC=NC2=CC1)N1[C@H](CN(CC1)C(\C=C\C(C)=O)=O)C)OC